C/C/1=C/C(=[OH+])N(CCC[C@@H](C(=O)OCC/C(=C\\C(=[OH+])N(CCC[C@@H](C(=O)OCC/C(=C\\C(=[OH+])N(CCC[C@@H](C(=O)OCC1)NC(=O)C)O)/C)NC(=O)C)O)/C)NC(=O)C)O.[Fe] The molecule is an hydroxamate siderophore produced by several fungal species. It is an iron coordination entity and an organonitrogen compound.